methyl (S,Z)-5-(benzyloxy)-4-((diphenylmethylene)amino)pent-2-enoate C(C1=CC=CC=C1)OC[C@H](\C=C/C(=O)OC)N=C(C1=CC=CC=C1)C1=CC=CC=C1